C(C)(=O)OCCOCCOC1=CC=CC=C1 diethylene glycol monophenyl ether acetate